C1(CC1)O[C@@H]([C@@H](C=1OC2=C(N1)C=C(C=C2)[C@@H](COC)N2C(N[C@@H](C2)C(F)(F)F)=O)NC(=O)C2=CC=NN2CC)C N-((1S,2R)-2-cyclopropoxy-1-(5-((S)-2-methoxy-1-((S)-2-oxo-4-(trifluoromethyl)imidazolidin-1-yl)ethyl)benzo[d]oxazol-2-yl)propyl)-1-ethyl-1H-pyrazole-5-carboxamide